2-(2-oxophenylethyl)-4-iodoisoquinolin-1(2H)-one O=C1C(C=CC=C1)CCN1C(C2=CC=CC=C2C(=C1)I)=O